Cl.CC1(CC1)NS(=O)(=O)C1=CC=C2C3=C(NC2=C1)N=CC=C3C=3CCNCC3 N-(1-methylcyclopropyl)-4-(1,2,3,6-tetrahydropyridin-4-yl)-9H-pyrido[2,3-b]indole-7-sulfonamide HCl salt